C(C)(C)(C)OC(=O)N1CC(CCC1)N1N=CC(=C1)Br.C(C1=CC=CC=C1)C=1C(=C(C=C(C1)CC1=CC=CC=C1)CC(=O)N)O 2-(3,5-dibenzyl-2-hydroxyphenyl)acetamide tert-butyl-3-(4-bromo-1H-pyrazol-1-yl)piperidine-1-carboxylate